C(\C=C\CC\C=C/CC)=O 2E,6Z-nona-2,6-dienal